C1CC12CC1(CCN(CC1)C1=C(C(=O)O)C=CC(=C1)I)C2 2-(8-azadispiro[2.1.55.13]undec-8-yl)-4-iodobenzoic acid